methylsilylidene(2,5-dimethyl-3-phenyl-cyclopenta[2,3-b]thiophen-6-yl)(cyclopentadienyl)zirconium dichloride [Cl-].[Cl-].C[SiH]=[Zr+2](C1C=CC=C1)C=1C(=CC=2C1SC(C2C2=CC=CC=C2)C)C